Cl.Cl.FC1=CC(=CC2=CN(N=C12)C)C=1C=C(C(=NC1)C=1N=NC(=CC1)N1C[C@H](N([C@H](C1)C)C)C)O 5-(7-fluoro-2-methyl-2H-indazol-5-yl)-2-{6-[(3r,5s)-3,4,5-trimethylpiperazin-1-yl]pyridazin-3-yl}pyridin-3-ol dihydrochloride